FC=1C=C(C=CC1N1CCN(CC1)C1CCOCC1)C1=NC=NC2=CC=C(C=C12)C1=CC(=NC=C1)N 4-(4-(3-fluoro-4-(4-(tetrahydro-2H-pyran-4-yl)piperazin-1-yl)phenyl)quinazolin-6-yl)pyridin-2-amine